2-chloro-4-{8-oxatricyclo[7.4.0.02,7]trideca-1(9),2(7),3,5,10,12-hexaen-3-yl}-6-phenyl-1,3,5-triazine ClC1=NC(=NC(=N1)C=1C=2C=3C=CC=CC3OC2C=CC1)C1=CC=CC=C1